COC(C1=CC(=C(C(=C1)[N+](=O)[O-])Cl)OC(F)F)=O 4-chloro-3-(difluoromethoxy)-5-nitrobenzoic acid methyl ester